FC=1C=CC2=C(NC(=N2)C(=O)NC2=NC(=CC=C2)C2=NN=CN2C(C)C)C1 6-Fluoro-N-(6-(4-isopropyl-4H-1,2,4-triazol-3-yl)pyridin-2-yl)-1H-benzo[d]imidazole-2-carboxamide